4-(chloromethyl)-N-[4-[4-[6-chloro-4-(trifluoromethyl)-2-pyridinyl]piperazin-1-yl]sulfonylphenyl]pyridine-2-carboxamide ClCC1=CC(=NC=C1)C(=O)NC1=CC=C(C=C1)S(=O)(=O)N1CCN(CC1)C1=NC(=CC(=C1)C(F)(F)F)Cl